C(C)C=1SC(=C(N1)C1=NC(=CC=C1)C)OC1=CC(=NC=C1)NC=1C=C(C(=O)NC)C=CC1 3-((4-((2-ethyl-4-(6-methylpyridin-2-yl)thiazol-5-yl)oxy)pyridin-2-yl)amino)-N-methylbenzamide